CON(C(=O)C1=CC2=C(C=C(C3=C2N=C(O3)C)OC)S1)C N,4-dimethoxy-N,2-dimethylthieno[2',3':5,6]benzo[1,2-d]oxazole-7-carboxamide